amino-fumaric acid N/C(/C(=O)O)=C\C(=O)O